(S)-1-(diphenylphosphino)-2-[(S)-4-isopropyloxazol-2-yl]ferrocene C1(=CC=CC=C1)P([C-]1C(=CC=C1)C=1OC=C(N1)C(C)C)C1=CC=CC=C1.[CH-]1C=CC=C1.[Fe+2]